C(C)(=O)O[C@H](C(=O)CC(=O)O)[C@H](OC(C)=O)[C@H](OC(C)=O)COC(C)=O Carboxymethyl-arabinose Tetraacetate